1,4,4,5,5-pentafluoro-1,2,2,3,3-pentamethylcyclopentane FC1(C(C(C(C1(F)F)(F)F)(C)C)(C)C)C